5-(aminomethyl)-N-[4-[4-[6-chloro-4-(trifluoromethyl)-2-pyridinyl]piperazin-1-yl]sulfonylphenyl]-2-hydroxy-benzamide NCC=1C=CC(=C(C(=O)NC2=CC=C(C=C2)S(=O)(=O)N2CCN(CC2)C2=NC(=CC(=C2)C(F)(F)F)Cl)C1)O